15-chloro-21-cyclopropyl-16-hydroxy-18,18-dioxo-8,11-dioxa-18λ6-thia-19-azatetracyclo[18.3.1.113,17.02,7]pentacosa-1(23),2(7),3,5,13(25),14,16,20(24),21-nonaen-12-one ClC1=CC=2C(OCCOC=3C=CC=CC3C3=CC=C(C(NS(C(=C1O)C2)(=O)=O)=C3)C3CC3)=O